C1(CCC1)OC=1C=C2C(=NNC(C2=CC1)=O)CC1=CC(=C(C=C1)F)C(=O)N1CC(C1)NC1=NC=C(C=N1)C(F)(F)F 6-Cyclobutoxy-4-(4-fluoro-3-(3-((5-(trifluoromethyl)pyrimidin-2-yl)amino)azetidine-1-carbonyl)benzyl)phthalazin-1(2H)-one